ClC=1C=CC2=C([C@@H](C[C@@H](O2)C(=O)N[C@@H]2CC[C@H](CC2)C(N[C@@H]2C[C@@H](C2)OC(F)(F)F)=O)O)C1 (2R,4R)-6-chloro-4-hydroxy-N-[trans-4-{[cis-3-(trifluoromethoxy)cyclobutyl]carbamoyl}cyclohexyl]-3,4-dihydro-2H-1-benzopyran-2-carboxamide